C(C1=CC=CC=C1)OC1=CC=C(C(=C1CC(C(=O)OC)(C1=CC=CC=C1)O)Br)Cl methyl 3-(6-(benzyloxy)-2-bromo-3-chlorophenyl)-2-hydroxy-2-phenyl-propionate